C(C)N(S(=O)(=O)C1=CC=C2CCN(CC2=C1)C1COC1)C(C(F)(F)F)C1=CC=C(C=C1)F N-ethyl-2-(oxetan-3-yl)-N-(2,2,2-trifluoro-1-(4-fluorophenyl)ethyl)-1,2,3,4-tetrahydroisoquinoline-7-sulfonamide